FC(OC1=CC=C(C=C1)C=1CCCC2=C(C1)C=CC(=C2)O)(F)F 8-(4-(trifluoromethoxy)phenyl)-6,7-dihydro-5H-benzo[7]annulen-3-ol